F[C@H]1N2C(N([C@H](CC1)C2)OS(=O)(=O)O)=O (2R,5R)-2-Fluoro-7-oxo-1,6-diazabicyclo[3.2.1]octan-6-yl-hydrogensulphat